((4-((1H-indazol-5-yl)ethynyl)-[2,4'-bipyrimidin]-2'-yl)amino)-N-(bicyclo[2.2.1]heptan-1-yl)acetamide N1N=CC2=CC(=CC=C12)C#CC1=NC(=NC=C1)C1=NC(=NC=C1)NCC(=O)NC12CCC(CC1)C2